6-(5-fluoro-2-pyrimidin-5-yl-phenyl)-6,7-dihydro-5H-pyrrolo[1,2-a]imidazole FC=1C=CC(=C(C1)C1CC=2N(C=CN2)C1)C=1C=NC=NC1